FC1(OC2=C(O1)C=CC(=C2)N2N=C(C=C2C)N2CCN(CC2)CCN2CCC(CC2)F)F 1-[1-(2,2-difluoro-1,3-benzodioxol-5-yl)-5-methyl-pyrazol-3-yl]-4-[2-(4-fluoro-1-piperidyl)ethyl]piperazine